COCCS(=O)CSC1=NC(=NC(=C1C#N)C1=CC=CC=C1)C=1C=NC=CC1 (((2-methoxyethylsulfinyl)methyl)thio)-6-phenyl-2-(pyridin-3-yl)pyrimidine-5-carbonitrile